3-amino-3-(3-phenoxyphenyl)propionic acid NC(CC(=O)O)C1=CC(=CC=C1)OC1=CC=CC=C1